C1(CC12CCOCC2)CO {6-oxaspiro[2.5]octan-1-yl}methanol